C1C2=CC=CC=C2OC1=O benzoFuranone